FC1=CC(=CC=2N=C(OC21)C=2C=C(C=CC2)C2=C(C=C(C=C2)F)C2=NN=CN2C)CO (7-fluoro-2-(4'-fluoro-2'-(4-methyl-4H-1,2,4-triazol-3-yl)-[1,1'-biphenyl]-3-yl)benzo[d]oxazol-5-yl)methanol